[Si](C)(C)(C(C)(C)C)OC(CC1=CC(=C(C=N1)B(O)O)C)C (6-(2-((tert-butyldimethylsilyl)oxy)propyl)-4-methylpyridin-3-yl)boronic acid